C(CCC)C1=CC=C(C=C1)C=1C(CC(=CC1)CC)(C1=CC=CC=C1)F 4-butyl-4'-ethyl-2'-fluoro-terphenyl